FC1(CCN(CC1)C1=NC(=CC(=C1)NC(C1=C(C=C(C(=C1)C)SCC)N1CCC2(CC2)CC1)=O)C)F N-(2-(4,4-difluoropiperidin-1-yl)-6-methylpyridin-4-yl)-4-(ethylsulfanyl)-5-methyl-2-(6-azaspiro[2.5]oct-6-yl)benzamide